C(C)OC(=O)C=1C=C2N(N1)CCC2C2=CC=CC=C2 4-phenyl-5,6-dihydro-4H-pyrrolo[1,2-b]pyrazole-2-carboxylic acid ethyl ester